ClC1=NC=C(C(=N1)C1=CC=C2CN(C(C2=C1)=O)[C@@H](C(=O)N[C@H](C)C1=CC(=CC=C1)C(F)F)CO)Cl (2R)-2-[6-(2,5-dichloropyrimidin-4-yl)-1-oxo-2,3-dihydro-1H-isoindol-2-yl]-N-[(1R)-1-[3-(difluoromethyl)phenyl]ethyl]-3-hydroxypropanamide